ClC1=C(C=CC(=C1)C(F)(F)F)NC(CN1C=2N(C(C(=C1CC)N1CCNCC1)=O)N=C(N2)C2=CCCC2)=O N-(2-chloro-4-(trifluoromethyl)phenyl)-2-(2-(cyclopent-1-en-1-yl)-5-ethyl-7-oxo-6-(piperazin-1-yl)-[1,2,4]triazolo[1,5-a]pyrimidin-4(7H)-yl)acetamide